2-(4-(4-(8-(6-methoxypyridin-3-yl)-3-methyl-2-oxo-2,3-dihydro-1H-imidazo[4,5-c]quinolin-1-yl)-2-(trifluoromethyl)phenyl)piperazin-1-yl)pyrimidine COC1=CC=C(C=N1)C1=CC=2C3=C(C=NC2C=C1)N(C(N3C3=CC(=C(C=C3)N3CCN(CC3)C3=NC=CC=N3)C(F)(F)F)=O)C